FC(C=1C=C(CN2C=C(C=3C2=NC=CC3)C=O)C=C(C1)C(F)(F)F)(F)F 1-(3,5-bis(trifluoromethyl)benzyl)-1H-pyrrolo[2,3-b]pyridine-3-carbaldehyde